COC=1C=C(N(CCOC)CCOC)C=CC1 3-methoxy-N,N-bis(2-methoxyethyl)aniline